C(C)C(C(=O)O)CCCC.C(CCC)N1C(N(C=C1)C)C 1-butyl-2,3-dimethylimidazole 2-ethylhexanoate